3-((3-(4-(((3S,4R)-3-fluoro-1-methylpiperidin-4-yl)amino)-1-(2,2,2-trifluoroethyl)-1H-indol-2-yl)prop-2-yn-1-yl)amino)-4-methoxy-N-methylbenzamide F[C@H]1CN(CC[C@H]1NC1=C2C=C(N(C2=CC=C1)CC(F)(F)F)C#CCNC=1C=C(C(=O)NC)C=CC1OC)C